2-(1-(6-chloro-2-methylpyrimidin-4-yl)azetidin-3-yl)-1-methyl-1H-benzo[d]imidazole tert-butyl-(1-(4-chloro-2-(1-methyl-1H-pyrazol-3-yl)phenyl)cyclopropyl)carbamate C(C)(C)(C)N(C(O)=O)C1(CC1)C1=C(C=C(C=C1)Cl)C1=NN(C=C1)C.ClC1=CC(=NC(=N1)C)N1CC(C1)C1=NC2=C(N1C)C=CC=C2